dibenzo[b,d]Thiophene 5,5-dioxide C1=CC=CC=2S(C3=C(C21)C=CC=C3)(=O)=O